(S)-N-(5-methyl-7-(oxetan-3-ylethynyl)-4-oxo-2,3,4,5-tetrahydropyrido[3,2-b][1,4]oxazepin-3-yl)-4-phenoxypicolinamide CN1C2=C(OC[C@@H](C1=O)NC(C1=NC=CC(=C1)OC1=CC=CC=C1)=O)C=CC(=N2)C#CC2COC2